tert-butyl ((S)-1-((2S,4R)-2-(((R)-1-(4-(3-fluoropyridin-2-yl)phenyl)-2-hydroxyethyl)carbamoyl)-4-hydroxypyrrolidin-1-yl)-3-methyl-1-oxobutan-2-yl)carbamate FC=1C(=NC=CC1)C1=CC=C(C=C1)[C@H](CO)NC(=O)[C@H]1N(C[C@@H](C1)O)C([C@H](C(C)C)NC(OC(C)(C)C)=O)=O